trimethyloctadecylphosphonium bromide [Br-].C[P+](CCCCCCCCCCCCCCCCCC)(C)C